NCCC(C(F)(F)F)O 4-amino-1,1,1-trifluoro-butan-2-ol